C(C)C1=CC=C(S1)C(CO)CC 2-(5-ethyl-2-thienyl)butan-1-ol